N2-(1H-indol-3-yl)-3-methylpyridine-2,5-diamine N1C=C(C2=CC=CC=C12)NC1=NC=C(C=C1C)N